Cl.C(#N)C1=CC=C(C(=N1)C[C@H](N)C1=C(C=CC=C1)C1=NOC2=C1C=CC(=C2)C)F (S)-2-(6-Cyano-3-fluoropyridine-2-yl)-1-[2-(6-methylbenzo[d]isoxazol-3-yl)phenyl]ethan-1-amine hydrochloride